ClC1=C(C=CC=C1Cl)SC=1C=2N(C(=NC1)N1CCC(CC1)C1=CC=CC=C1)C=CN2 1-(8-((2,3-dichlorophenyl)thio)imidazo[1,2-c]pyrimidin-5-yl)-4-phenylpiperidin